[C@]1([C@H](O)[C@H](O)[C@@H](CO)O1)(N1C=NC=2C(O)=NC=NC12)/C(=C/C(=O)O)/C(=O)O inosine-maleic acid